diethyl ((5-bromothiazolo[5,4-b]pyridin-2-yl)methyl)phosphonate BrC1=CC=C2C(=N1)SC(=N2)CP(OCC)(OCC)=O